4-ethyl-7-hydroxy-8-(1,2,3,4-tetrahydroquinoline-1-carbonyl)-2H-chromen-2-one C(C)C1=CC(OC2=C(C(=CC=C12)O)C(=O)N1CCCC2=CC=CC=C12)=O